C(=O)C1=C(C=C(C=C1OC)OC(CCC)=O)OC butanoic acid 4-formyl-3,5-dimethoxyphenyl ester